C(=O)C=1NC=CC1C(=O)OC methyl 2-formyl-1H-pyrrole-3-carboxylate